2-(chloromethyl)-5-(3,4-difluorophenyl)-1,3,4-thiadiazole ClCC=1SC(=NN1)C1=CC(=C(C=C1)F)F